6-(4-chlorophenyl)-N-(2-hydroxy-2-methylpropyl)-3-oxo-2-(pyridin-3-yl)-2,3-dihydropyridazine-4-carboxamide ClC1=CC=C(C=C1)C=1C=C(C(N(N1)C=1C=NC=CC1)=O)C(=O)NCC(C)(C)O